BrC=1C(=NC(=NC1)Cl)NC1=C(C=C(C=C1)OCCCCO)N(S(=O)(=O)C)CC1=CC=C(C=C1)OC N-(2-((5-bromo-2-chloropyrimidin-4-yl)amino)-5-(4-hydroxybutyloxy)phenyl)-N-(4-methoxybenzyl)methanesulfonamide